(4-(piperazin-1-yl) benzyl) carbamate C(N)(OCC1=CC=C(C=C1)N1CCNCC1)=O